Ethyl 5-(5-bromo-2-fluoropyridin-3-yl)-1-(oxan-4-yl)pyrazole-4-carboxylate BrC=1C=C(C(=NC1)F)C1=C(C=NN1C1CCOCC1)C(=O)OCC